N-[(2S,3S)-2-[(3',5'-difluoro[1,1-biphenyl]-3-yl)methyl]-1-(trimethylhydrazine-carbonyl)pyrrolidin-3-yl]ethanesulfonamide FC=1C=C(C=C(C1)F)C1=CC(=CC=C1)C[C@@H]1N(CC[C@@H]1NS(=O)(=O)CC)C(=O)N(N(C)C)C